1-(4-bromopyridin-2-yl)cyclobutane-1-carboxylic acid tert-butyl ester C(C)(C)(C)OC(=O)C1(CCC1)C1=NC=CC(=C1)Br